4-{[4-(4,4,5,5-tetraethyl-1,3,2-dioxaborolan-2-yl)phenyl]methoxy}-1-(2,3,4,5-tetrahydro-1H-[1,4]diazepino[1,7-a]indol-9-yl)pyridin-2(1H)-one hydrochloride salt HCl Cl.Cl.C(C)C1(OB(OC1(CC)CC)C1=CC=C(C=C1)COC1=CC(N(C=C1)C1=CC=2C=C3N(C2C=C1)CCNCC3)=O)CC